C(C1=CC=CC=C1)OCCCCOC=1C=C(C=CC1N1CCN(CC1)C)C1=NNC2=CN=C(C=C21)Br 3-{3-[4-(benzyloxy)butoxy]-4-(4-methylpiperazin-1-yl)phenyl}-5-bromo-1H-pyrazolo[3,4-c]pyridine